COC=1C=C(C(=O)NCCCCCCCC(=O)O)C=C(C1OC)OC 8-(3,4,5-trimethoxybenzoyl)aminocaprylic acid